cis-2-(2-fluoro-3-(1-(2-(2-fluoro-5-((6-fluoro-4-methyl-1H-indol-5-yl)oxy)phenyl)-1H-imidazol-5-yl)ethyl)phenyl)cyclopropane-1-carboxylic acid FC1=C(C=CC=C1C(C)C1=CN=C(N1)C1=C(C=CC(=C1)OC=1C(=C2C=CNC2=CC1F)C)F)[C@@H]1[C@@H](C1)C(=O)O